N[O-].C(CCCCCCCCCCC)(=O)N lauramide aminoxide